ClC1=NC(=CC(=C1C(=O)NC=1SC(=NN1)OC[C@@H]1[C@@H](OCC1)C)C1=CC=NC=C1OC)C chloro-5'-methoxy-6-methyl-N-(5-(((2s,3r)-2-methyltetrahydrofuran-3-yl)methoxy)-1,3,4-thiadiazol-2-yl)-(4,4'-bipyridine)-3-carboxamide